C(C)(C)OC(CCCC=O)[C@H]1N(C(OC1)(C)C)C(=O)OC(C)(C)C tert-Butyl (4S)-4-(1-isopropoxy-5-oxo-pentyl)-2,2-dimethyl-oxazolidine-3-carboxylate